ClC=1C(=C(C=CC1F)N(C(=O)[C@H]1N(C(NC1)=O)C1=NC2=CC=CC=C2C(=C1)C(F)(F)F)C)F (S)-N-(3-chloro-2,4-difluorophenyl)-N-methyl-2-oxo-3-(4-(trifluoromethyl)quinolin-2-yl)imidazolidine-4-Formamide